ClC=1N=C(SC1)CC#N 2-(4-chlorothiazol-2-yl)acetonitrile